C(C=C)OC(C(=O)O)=O 2-(allyloxy)-2-oxoacetic acid